(E)-N-(4-(1-(4-(4-(5-((2-(2,6-dioxopiperidin-3-yl)-1,3-dioxoisoindolin-4-yl)oxy)pentanoyl)piperazin-1-yl)benzoyl)piperidin-4-yl)butyl)-3-(pyridin-3-yl)acrylamide O=C1NC(CCC1N1C(C2=CC=CC(=C2C1=O)OCCCCC(=O)N1CCN(CC1)C1=CC=C(C(=O)N2CCC(CC2)CCCCNC(\C=C\C=2C=NC=CC2)=O)C=C1)=O)=O